(S)-5-ethynyl-6-fluoro-4-(8-fluoro-2-(4-hydroxy-4-methylpiperidin-1-yl)-4-(methyl(piperidin-2-ylmethyl)amino)pyrido[4,3-d]pyrimidin-7-yl)-2-naphthonitrile C(#C)C1=C2C(=CC(=CC2=CC=C1F)C#N)C1=C(C=2N=C(N=C(C2C=N1)N(C[C@H]1NCCCC1)C)N1CCC(CC1)(C)O)F